O=C1NC(CCC1N1C(C2=CC=CC(=C2C1=O)NCC(=O)NCCCCCCCCCCC(=O)OCC1=CC=CC=C1)=O)=O benzyl 11-(2-((2-(2,6-dioxopiperidin-3-yl)-1,3-dioxoisoindolin-4-yl)amino)acetamido)undecanoate